C1(=CC=CC=C1)N1NC2=CC=CC=C2C(C1C1=CSC=C1)=O 2-phenyl-3-(3-thienyl)-4-oxocinnoline